1-(4-(trifluoromethyl)benzyl)guanidine hydrochloride Cl.FC(C1=CC=C(CNC(=N)N)C=C1)(F)F